6-chloro-2-(3-(2-hydroxyethyl)-1H-1,2,4-triazol-5-yl)-3-(1H-imidazol-1-yl)-5-methoxy-1-methyl-1H-indole-7-carbonitrile ClC1=C(C=C2C(=C(N(C2=C1C#N)C)C1=NC(=NN1)CCO)N1C=NC=C1)OC